3,4-dihydro-2H-1,5-benzodioxepin-7-ylboronic acid O1CCCOC2=C1C=CC(=C2)B(O)O